4-methyl-isobenzofuran-1,3-dione CC1=C2C(OC(C2=CC=C1)=O)=O